CC1=NOC2=C1CCC2(O)C2=CC(=CC=C2)C=2N=C(SC2)C2=CN(C1=CC=NC=C12)S(=O)(=O)C1=CC=CC=C1 3-methyl-6-(3-(2-(1-(phenylsulfonyl)-1H-pyrrolo[2,3-d]pyridin-3-yl)thiazol-4-yl)phenyl)-5,6-dihydro-4H-cyclopenta[d]isoxazol-6-ol